2,4,7-trimethyl-4-(naphthalen-2-yl)oct-6-enal CC(C=O)CC(CC=C(C)C)(C1=CC2=CC=CC=C2C=C1)C